FC1=CC=C(C=C1)N1N=C(C=2C1=NC(=CC2N2CCC(CC2)C2CCN(CC2)C)C(=O)NS(=O)(=O)C)C(C)C 1-(4-fluorophenyl)-N-(methanesulfonyl)-4-(1'-methyl[4,4'-bipiperidin]-1-yl)-3-(propan-2-yl)-1H-pyrazolo[3,4-b]pyridine-6-carboxamide